1-pyrazolo[1,5-a]pyridin-6-ylcyclobutanamine N1=CC=C2N1C=C(C=C2)C2(CCC2)N